C1(CC1)C1=NN(C=C1)C1CC2(CN(C2)C(=O)C=2C=NC(=C(C2)C)OC(C(F)(F)F)(C)C)C1 [6-(3-cyclopropylpyrazol-1-yl)-2-azaspiro[3.3]heptan-2-yl]-[5-methyl-6-(2,2,2-trifluoro-1,1-dimethyl-ethoxy)-3-pyridyl]methanone